4-[(2-Carbamoyl-6-pyridin-4-yl-imidazo[1,2-a]pyrazin-8-ylamino)-methyl]-4-fluoro-piperidine-1-carboxylic acid tert-butyl ester C(C)(C)(C)OC(=O)N1CCC(CC1)(F)CNC=1C=2N(C=C(N1)C1=CC=NC=C1)C=C(N2)C(N)=O